5-(1H-pyrazol-4-yl)-N-(4-(4-(3,3,3-trifluoropropyl)-piperazin-1-yl)pyridin-2-yl)thiazolo[5,4-b]pyridin-2-amine N1N=CC(=C1)C1=CC=C2C(=N1)SC(=N2)NC2=NC=CC(=C2)N2CCN(CC2)CCC(F)(F)F